CN(C)CC=1SC(=CN1)C1=NC(=NC=C1C(F)(F)F)NC1CCN(CC1)S(=O)(=O)C 4-[2-[(Dimethylamino)methyl]-1,3-thiazol-5-yl]-N-(1-methylsulfonylpiperidin-4-yl)-5-(trifluoromethyl)pyrimidin-2-amine